Cl.FC1(CCC(CC1)[C@H](NC(=O)C1=NON=C1C)C=1N=C2N(N=CC(=N2)C2NCCC(C2)(O)C(F)F)C1)F N-[(S)-(4,4-Difluorocyclohexyl){3-[4-(difluoromethyl)-4-hydroxypiperidin-2-yl]-imidazo[1,2-b][1,2,4]triazin-6-yl}methyl]-4-methyl-1,2,5-oxadiazole-3-carboxamide hydrochloride